COC(C=1C(C(=O)OC)=CC(=CC1)[N+]#[C-])=O.C(C)(C)(C)N1C(=CC(=C1)B1OC(C(O1)(C)C)(C)C)C 1-tert-Butyl-2-methyl-4-(4,4,5,5-tetramethyl-1,3,2-dioxaborolan-2-yl)pyrrole Dimethyl-4-Isocyanophthalate